FC(C(F)(F)F)(C(F)(F)F)O perfluoro-isopropanol